OC1=C(C=CC(=C1)C(F)(F)F)C1=C(C2=C(N=N1)N(CCC2)[C@H]2CN(CCC2)C(=O)[O-])C (3R)-3-{3-[2-hydroxy-4-(trifluoromethyl)phenyl]-4-methyl-6,7-dihydropyrido[2,3-c]pyridazin-8(5H)-yl}piperidine-1-carboxylate